C(#N)C1=C(C[C@H](N)C(=O)O)C=CC=C1 o-cyano-L-phenylalanine